2-hydroxy-2-(2-methylbenzo[d]thiazol-4-yl)ethane-1-one OC(C=O)C1=CC=CC2=C1N=C(S2)C